1-(2-methylthiazolo[5,4-b]pyridin-5-yl)ethan-2,2,2-d3-1-ol CC=1SC2=NC(=CC=C2N1)C(C([2H])([2H])[2H])O